4-chloro-N-[2-(3-chloropyridin-2-yl)-5-(2,6-difluoro-4-methoxyphenyl)-1-methyl-3-oxo-2,3-dihydro-1H-pyrazol-4-yl]benzamide ClC1=CC=C(C(=O)NC=2C(N(N(C2C2=C(C=C(C=C2F)OC)F)C)C2=NC=CC=C2Cl)=O)C=C1